OC1=CC=2NC3=CC(=CC=C3C2C=C1)O 2,7-dihydroxycarbazole